C1(CCCCC1)OC1=NC(=NC(=C1)C1CCCC1)NS(=O)(=O)C=1C=NN(C1)C N-[4-(Cyclohexoxy)-6-cyclopentyl-pyrimidin-2-yl]-1-methyl-pyrazole-4-sulfonamide